3,3'-iminobis[1-(4-vinylbenzyl)-5-amino-1H-1,2,4-triazole] N(C1=NN(C(=N1)N)CC1=CC=C(C=C1)C=C)C1=NN(C(=N1)N)CC1=CC=C(C=C1)C=C